[Na].ClC1=CC=C(C=C1)CS(=O)(=O)NC(NC1=C2CCCC2=CC=2CCCC12)=O 1-(4-Chlorophenyl)-N-((1,2,3,5,6,7-hexahydro-s-indacen-4-yl)carbamoyl)methanesulfonamide, Sodium Salt